Hexanoic acid, 2-methylpropyl ester C(CCCCC)(=O)OCC(C)C